1,1-dibutyl-3-phenylurea C(CCC)N(C(=O)NC1=CC=CC=C1)CCCC